ONC(CC)C(=O)O hydroxybutyrine